OC(CNC=1C=C(C=CC1)C)C=1NC(NC1)=S 4-(1-hydroxy-2-m-toluidinoethyl)-1,3-dihydroimidazole-2-thione